C(CCCCCCCCCCCCCCCCC)(=O)N monostearic acid amide